ClC1=NC=2OCC3C4CCC(CN3C3=NC(=C(C(=C1F)C32)C)C)N4C(=O)OC(C)(C)C tert-butyl 13-chloro-14-fluoro-16,17-dimethyl-10-oxa-2,12,18,20-tetrazapentacyclo[9.7.1.14,7.02,8.015,19]icosa-1(18),11(19),12,14,16-pentaene-20-carboxylate